CC1=NN=C(N1C1=CC(=C(COC2=CC=C(C=C2)OS(=O)(=O)F)C=C1)F)C.C(CCCCCCCCCCC)S/C(=C(/C(=O)[O-])\SCCCCCCCCCCCC)/C(=O)[O-].C(CCC)[Sn+2]CCCC dibutyl-tin di(dodecylthio)maleate 4-((4-(3,5-dimethyl-4H-1,2,4-triazol-4-yl)-2-fluorobenzyl)oxy)phenyl-sulfurofluoridate